BrC1=C(C=CC(=C1)F)CNCC(OC)OC N-[(2-bromo-4-fluoro-phenyl)methyl]2,2-dimethoxy-ethylamine